3-(difluoromethyl)-1-methyl-N-(3',4',5'-trifluoro-[1,1'-biphenyl]-2-yl)-1H-pyrazole-4-carboxamide CN1C=C(C(=N1)C(F)F)C(=O)NC2=CC=CC=C2C3=CC(=C(C(=C3)F)F)F